9'-bromo-2'-methyl-1',2'-dihydro-4'H-spiro[cyclopropane-1,3'-pyrazino[1,2-b]indazole] BrC1=CC2=C3N(N=C2C=C1)CC1(N(C3)C)CC1